2-((hexadecylcarbamoyl)oxy)ethyl acrylate C(C=C)(=O)OCCOC(NCCCCCCCCCCCCCCCC)=O